OC=1C(C2=CC=CC=C2C(C1)=O)=O 2-hydroxy-naphthalene-1,4-dione